C(C1=CC=CC=C1)OC1=CC=C(C(=N1)C1=N[C@H](C=2N(C3=C1C(=C(C=C3)C(F)(F)F)Cl)C=CN2)C)F (4S)-6-(6-benzyloxy-3-fluoro-2-pyridinyl)-7-chloro-4-methyl-8-(trifluoromethyl)-4H-imidazo[1,2-a][1,4]benzodiazepine